C(C)(C)(C)OC(N[C@H](C(=O)NC1=CC(=C(C=C1)SCC1=CC=CC=C1)C)CC1=CC=CC=C1)=O (S)-1-(4-(benzylsulfanyl)-3-methylphenylamino)-1-oxo-3-phenylprop-2-ylcarbamic acid tert-butyl ester